2-(aminomethyl)-4-(trifluoromethyl)phenol NCC1=C(C=CC(=C1)C(F)(F)F)O